ethyl (2S,3S)-2-((tert-butoxycarbonyl)amino)-3-(4-iodooxazol-2-yl)-3-(2-oxa-6-azaspiro[3.3]heptan-6-yl)propanoate C(C)(C)(C)OC(=O)N[C@H](C(=O)OCC)[C@H](N1CC2(COC2)C1)C=1OC=C(N1)I